4-methyl-3-((1-(pyrimidin-5-yl)azetidin-3-yl)thio)-N-(5-(trifluoromethyl)pyridin-3-yl)benzamide CC1=C(C=C(C(=O)NC=2C=NC=C(C2)C(F)(F)F)C=C1)SC1CN(C1)C=1C=NC=NC1